iodonitrotetrazolium chloride O=[N+]([O-])C1C=CC(N2N=C(C3C=CC=CC=3)N=[N+]2C2C=CC(I)=CC=2)=CC=1.[Cl-]